C1(CCC1)C=1N(C(=NN1)NS(=O)(=O)[C@H]1CN(C[C@H](C1)OC)C1=NC=C(C=N1)F)C1=C(C=CC=C1OC)OC (3R,5S)-N-(5-cyclobutyl-4-(2,6-dimethoxyphenyl)-4H-1,2,4-triazol-3-yl)-1-(5-fluoropyrimidin-2-yl)-5-methoxypiperidine-3-sulfonamide